3-Diethylaminopropyltrimethoxysilane C(C)N(CCC[Si](OC)(OC)OC)CC